BrC1=CC2=C(N(C(S2)=O)C(C)C)C=C1 6-bromo-3-isopropyl-1,3-benzothiazol-2-one